3-(1-((4-ethoxy-3-(1-methyl-7-oxo-3-propyl-6,7-dihydro-1H-pyrazolo[4,3-d]pyrimidin-5-yl)phenyl)sulfonyl)azetidin-3-yl)propyl nitrate [N+](=O)(OCCCC1CN(C1)S(=O)(=O)C1=CC(=C(C=C1)OCC)C=1NC(C2=C(N1)C(=NN2C)CCC)=O)[O-]